NCC=1NC(C=2SC(=C3OCCCC1C32)C=3C=NNC3)=O 7-(aminomethyl)-2-(1H-pyrazol-4-yl)-12-oxa-3-thia-6-azatricyclo[6.4.1.04,13]tridec-1,4(13),7-trien-5-one